CC1=CC=C(CC1)C(C)C The molecule is one of three isomeric monoterpenes differing in the positions of their two double bonds (beta- and gamma-terpinene being the others). In alpha-terpinene the double bonds are at the 1- and 3-positions of the p-menthane skeleton. It has a role as a volatile oil component and a plant metabolite. It is a monoterpene and a cyclohexadiene.